tert-butyl (S)-6-(4-((1-methoxy-4-methyl-1-oxopentan-2-yl)amino)-5,6,7,8-tetrahydroquinazolin-2-yl)-2,6-diazaspiro[3.4]octane-2-carboxylate COC([C@H](CC(C)C)NC1=NC(=NC=2CCCCC12)N1CC2(CN(C2)C(=O)OC(C)(C)C)CC1)=O